[As]([O-])([O-])([O-])=O Arsenat